N-(2-chloro-3-(3'-chloro-6-methoxy-5-((((5-oxopyrrolidin-2-yl)methyl)amino)methyl)-[2,4'-bipyridin]-2'-yl)phenyl)-5-methoxy-4-((((5-oxopyrrolidin-2-yl)methyl)amino)methyl)picolinamide ClC1=C(C=CC=C1C1=NC=CC(=C1Cl)C1=NC(=C(C=C1)CNCC1NC(CC1)=O)OC)NC(C1=NC=C(C(=C1)CNCC1NC(CC1)=O)OC)=O